C(C)S(=O)(=O)C=1C=CC(=NC1C1=NC2=C(C=NC(=C2)C(F)(F)F)N1C)S(=O)(=O)NC(C)C 5-(Ethylsulfonyl)-N-isopropyl-6-[3-methyl-6-(trifluoromethyl)-3H-imidazo[4,5-c]pyridin-2-yl]pyridine-2-sulfonamide